BrC=1C=C2C=NNC2=C(C1)C(=O)NC(C)C=1N(N=CN1)C1=NC=C(C=C1)C#N 5-bromo-N-[1-[2-(5-cyano-2-pyridyl)-1,2,4-triazol-3-yl]ethyl]-1H-indazole-7-carboxamide